(2S,3R,4R,5S,6R)-2-(4-(3,4-diethyloxybenzyl)-2,6-difluorophenyl)-6-(hydroxymethyl)tetrahydro-2H-pyran-3,4,5-triol C(C)OC=1C=C(CC2=CC(=C(C(=C2)F)[C@@H]2O[C@@H]([C@H]([C@@H]([C@H]2O)O)O)CO)F)C=CC1OCC